N1N=NN=C1C1=C(C=CC=C1)C1=NC(=CC(=C1)NC(=O)NC1=CC=C(C=C1)C)N(CCC)CC1=CC=CC=C1 1-(2-(2-(1H-tetrazol-5-yl)phenyl)-6-(benzyl(propyl)amino)pyridin-4-yl)-3-(p-tolyl)urea